C1(CC1)C=1C=NC(=NC1)C(C)N1N=CC2=C(C=CC(=C12)C(=O)NC1CC2(CC(C2)C(=O)O)C1)C#CC 6-(1-(1-(5-cyclopropylpyrimidin-2-yl)ethyl)-4-(propan-1-yn-1-yl)-1H-indazole-7-carboxamido)spiro[3.3]heptane-2-carboxylic acid